C(C)(C)(C)OC(=O)N1C[C@@H](CC1)N(C)C1=NC=C(C=C1Cl)S(N(C=1N=CSC1)C(=O)OC(C)(C)C)(=O)=O (R)-3-((5-(N-(tert-butoxycarbonyl)-N-(thiazol-4-yl)sulfamoyl)-3-chloropyridin-2-yl)(methyl)amino)pyrrolidine-1-carboxylic acid tert-butyl ester